3-((butyl-(ethyl)amino)methyl)-N-(2-(3-methoxyphenyl)-2-oxoethyl)benzamide C(CCC)N(CC)CC=1C=C(C(=O)NCC(=O)C2=CC(=CC=C2)OC)C=CC1